Triisopropylsilylacetylen C(C)(C)[Si](C(C)C)(C(C)C)C#C